ClC=1C(N(N=CC1I)C)=O 4-chloro-5-iodo-2-methylpyridazin-3(2H)-one